(2S,4r)-4-hydroxy-1-[(2S)-2-[4-(5-isoquinolinyl)triazol-1-yl]-3,3-dimethyl-butyryl]-N-methyl-pyrrolidine-2-carboxamide O[C@@H]1C[C@H](N(C1)C([C@H](C(C)(C)C)N1N=NC(=C1)C1=C2C=CN=CC2=CC=C1)=O)C(=O)NC